C(C)OC1=NC=CC=C1C1=NC=2CN(CC3(CCN(CC3)C3=C(C=CC=C3)C(F)(F)F)C2C=C1)CCC(=O)N 3-[2-(2-ethoxypyridin-3-yl)-1'-[2-(trifluoromethyl)phenyl]spiro[6,8-dihydro-1,7-naphthyridine-5,4'-piperidine]-7-yl]propanamide